C1(=CC=C(C=C1)CC=1C(=CSC1C1=CC=CC=C1)C(=O)NC1CC2(CC(C2)C(=O)O)C1)C1=CC=CC=C1 6-(4-([1,1'-biphenyl]-4-ylmethyl)-5-phenylthiophene-3-carboxamido)spiro[3.3]heptane-2-carboxylic acid